C(O[C@H]1C[C@H](CC1)C1=NN(C(=C1)NC1=CC(=NC=C1)O[C@@H](C)C1CC(C1)N)C(C)(C)C)(OC1=CC=C(C=C1)[N+](=O)[O-])=O (1R,3S)-3-(5-((2-((S)-1-((1r,3S)-3-aminocyclobutyl)ethoxy)pyridin-4-yl)amino)-1-(tert-butyl)-1H-pyrazol-3-yl)cyclopentyl (4-nitrophenyl) carbonate